N-(3-Phenylpropionyl)-L-ornithyl-L-prolyl-3-cyclohexyl-D-alanyl-L-tryptophyl-L-arginine C1(=CC=CC=C1)CCC(=O)N[C@@H](CCCN)C(=O)N1[C@@H](CCC1)C(=O)N[C@H](CC1CCCCC1)C(=O)N[C@@H](CC1=CNC2=CC=CC=C12)C(=O)N[C@@H](CCCNC(N)=N)C(=O)O